C1(=CC=CC=C1)C1=NC(=NC(=C1)C1=CC=CC=C1)C=1C(=C(C(=CC1)C1=NC(=CC(=N1)C1=CC=CC=C1)C1=CC=CC=C1)N1C2=CC=CC=C2C=2C=CC=CC12)N1C2=CC=CC=C2C=2C=CC=CC12 9,9'-(3,6-bis(4,6-diphenylpyrimidin-2-yl)-1,2-phenylene)bis(9H-carbazole)